{2-[3-(trifluoromethoxy)phenyl][1,2,4]triazolo[1,5-c]quinazolin-5-yl}-D-norleucinamide FC(OC=1C=C(C=CC1)C1=NN2C(=NC=3C=CC=CC3C2=N1)N[C@H](CCCC)C(=O)N)(F)F